3-[[(cyanoamino)-[(2S)-2-methyl-4-(5-methyl-7H-pyrrolo[2,3-d]pyrimidin-4-yl)piperazin-1-yl]methylidene]amino]-N-(2-hydroxyethyl)benzamide C(#N)NC(N1[C@H](CN(CC1)C=1C2=C(N=CN1)NC=C2C)C)=NC=2C=C(C(=O)NCCO)C=CC2